NC1CCC(CC1)CCNC=1C=C(C=CC1C(F)(F)F)C1=NNC(O1)=O 5-[3-({2-[(1R,4r)-4-aminocyclohexyl]ethyl}amino)-4-(trifluoromethyl)phenyl]-1,3,4-oxadiazol-2(3H)-one